FC(OC1=CC=C(C=C1)S(=O)(=O)N1N=C2C(=C1)CN(C2)C([C@@H](C2=CC=CC=C2)N2CC(C2)=O)=O)F (R)-1-(2-(2-((4-(difluoromethoxy)phenyl)sulfonyl)-2,6-dihydropyrrolo[3,4-c]pyrazol-5(4H)-yl)-2-oxo-1-phenylethyl)azetidin-3-one